C(CCC)C=1N=C(NC1)[SiH3] monobutyl-silylimidazole